CN(C1CCN2[C@@H]([C@@H]([C@@H]2CN(C1)C(=O)NC1=CC=C(C=C1)OC)C1=CC=C(C=C1)C#CC1=CC=CC=C1)CO)C (8R,9R,10S)-4-(dimethylamino)-10-(hydroxymethyl)-N-(4-methoxyphenyl)-9-[4-(2-phenylethynyl)phenyl]-1,6-diazabicyclo[6.2.0]decane-6-carboxamide